S1C=CC=2C(OCC3(C21)CC3)CNC 1-(4'H,6'H-spiro[cyclopropane-1,7'-thieno[3,2-c]pyran]-4'-yl)-N-methylmethylamine